[Si](C)(C)(C(C)(C)C)OC1=C(C=C(C=C1)C=C)OCC tert-butyldimethylsilyloxy-4-vinyl-2-ethoxybenzene